C(C)(C)NCC(COC1=C(C=CC=C1)OC)O (isopropylamino)-3-(2-methoxyphenoxy)propan-2-ol